COCC1CCC2=CC=3CCCC3C(=C12)NC(=O)N=S(=O)(N)C=1C=NN2C1OC(C2)C N'-((3-(methoxymethyl)-1,2,3,5,6,7-hexahydro-s-indacen-4-yl)carbamoyl)-2-methyl-2,3-dihydropyrazolo[5,1-b]oxazole-7-sulfonimidamide